2,6,7-Trimethyl-1-phenyl-1,2,3,4-tetrahydroisoquinoline-1-carbonitrile CN1C(C2=CC(=C(C=C2CC1)C)C)(C#N)C1=CC=CC=C1